ClC1=CC=C2C(NC(N(C2=C1)C1=CN=CS1)=O)=O 7-Chloro-1-(thiazol-5-yl)quinazoline-2,4(1H,3H)-dione